CCN1C2=NC=C(C(=C2C=N1)NN=C(C)C)C(=O)OCC The molecule is a pyrazolopyridine that is 1H-pyrazolo[3,4-b]pyridine which is substituted at positions 1, 4, and 5 by ethyl, 2-isopropylidenehydrazino, and ethoxycarbonyl groups, respectively. A phosphodiesterase IV inhibitor with antidepressant and anxiolytic properties. It has a role as a neuroprotective agent, an antipsychotic agent, a phosphodiesterase IV inhibitor, an anxiolytic drug, an antidepressant, an alpha-secretase activator and a GABA agent. It is a hydrazone, an ethyl ester and a pyrazolopyridine.